ClC=1C=C(CN=C=S)C=CC1Cl 3,4-dichlorobenzyl isothiocyanate